FC(C=1C=C(C=C(C1)C(F)(F)F)N(C(=O)N([C@@H]1CN(C[C@H]1C1=CC(=C(C=C1)Cl)Cl)C(=O)OC(C)(C)C)C)C)(F)F tert-butyl (3S,4R)-3-[{[3,5-bis(trifluoromethyl)phenyl](methyl)carbamoyl}(methyl)amino]-4-(3,4-dichlorophenyl)pyrrolidine-1-carboxylate